BrC=1C=C2C(=NC(=NC2=CC1)Cl)Cl 6-bromo-2,4-dichloroquinazolin